N,N-dimethylhex-5-en-1-amine CN(CCCCC=C)C